ClC1=CC=C(C=C1)C1=NOC(=C1)CCN 2-(3-(4-chlorophenyl)isoxazol-5-yl)-1-ethylamine